NCCNCCNCCNCCNCCNCCNCCNCCN octaethylenenonamine